O=C1NC(CCC1N1C(N(C2=C1C=CC(=C2)CN2CCN(CC2)C(=O)OC(C)(C)C)C)=O)=O tert-butyl 4-{[1-(2,6-dioxopiperidin-3-yl)-3-methyl-2-oxo-1,3-benzodiazol-5-yl]methyl}piperazine-1-carboxylate